3-{5-[(4-Carbamimidoylphenyl)methoxy]-1-(3-methoxy-2,2-dimethylpropanoyl)-1H-pyrazol-3-yl}-4-methyl-1-(morpholin-4-carbonyl)piperidin C(N)(=N)C1=CC=C(C=C1)COC1=CC(=NN1C(C(COC)(C)C)=O)C1CN(CCC1C)C(=O)N1CCOCC1